6-oxo-8-(6-(trifluoromethyl)pyridin-3-yl)-3,4-dihydro-2H,6H-pyrimido[2,1-b][1,3]thiazine-7-carbonitrile O=C1C(=C(N=C2SCCCN21)C=2C=NC(=CC2)C(F)(F)F)C#N